FC(C(=O)O)(F)F.C(=C)C=1SC=2[C@H](NCCC2N1)C (R)-2-Vinyl-4-methyl-4,5,6,7-tetrahydrothiazolo[5,4-c]pyridine trifluoroacetate